SC=1NC=CN1 2-Sulfanylimidazole